C1(CCC1)C=1C(=NN(C1NC(CC(C(F)(F)F)(C)C)=O)C)C1=NN(C2=CC=CC=C12)C N-(4-cyclobutyl-1-methyl-3-(1-methyl-1H-indazol-3-yl)-1H-pyrazol-5-yl)-4,4,4-trifluoro-3,3-dimethylbutanamide